C1(=CC=CC=C1)C1=NN=C(O1)C1=CC=CC=C1 Diphenyl-1,3,4-oxadiazole